[Cl-].[Cl-].C[N+]1=CC=C(C=C1)C1=CC=[N+](C=C1)C 1,1'-dimethyl-[4,4'-bipyridine]-1,1'-diium dichloride